C(CC)O[SiH](OCCC)OCCC Tripropoxysilan